(3R,7aR,11aR)-3-(trifluoromethyl)-9-[[4-(trifluoromethyl)phenyl]methyl]-2,3,6,7,7a,8,10,11-octahydrooxazolo[2,3-j][1,6]naphthyridin-5-one FC([C@H]1CO[C@@]23CCN(C[C@H]3CCC(N21)=O)CC2=CC=C(C=C2)C(F)(F)F)(F)F